(9-(3,4-dichlorophenyl)-3,9-diazaspiro[5.5]undecane-3-carbonyl)-6-methylquinolin-2(1H)-one ClC=1C=C(C=CC1Cl)N1CCC2(CCN(CC2)C(=O)N2C(C=CC3=CC(=CC=C23)C)=O)CC1